1-benzyl 4-(tert-butyl) (2R,5R)-2-(hydroxymethyl)-5-methylpiperazine-1,4-dicarboxylate OC[C@@H]1N(C[C@H](N(C1)C(=O)OC(C)(C)C)C)C(=O)OCC1=CC=CC=C1